Ethyl 1-(cyclopropylmethyl)-3-fluoro-1H-pyrrolo[2,3-b]pyridine-2-carboxylate C1(CC1)CN1C(=C(C=2C1=NC=CC2)F)C(=O)OCC